C1(CC1)C(C)C1OC=2C(C1C)=C(C=CC2F)O (1-cyclopropylethyl)-7-fluoro-3-methyl-2,3-dihydrobenzofuran-4-ol